C(C1=CC=CC=C1)N1C(NC2=CC=C(C=C2C1=O)NC(C1=CC(=CC=C1)C)=O)=O 3-benzyl-6-(3-methylbenzoylamino)-2,4(1H,3H)-quinazolinedione